N-[3-[(3S)-6-(difluoromethoxy)-3-methyl-3,4-dihydro-2H-1,4-benzoxazin-7-yl]-1H-pyrazol-4-yl]pyrazolo[1,5-a]pyrimidine-3-carboxamide FC(OC=1C(=CC2=C(N[C@H](CO2)C)C1)C1=NNC=C1NC(=O)C=1C=NN2C1N=CC=C2)F